tert-butyl 4-[(2S)-2-[(2-cyclopropyl-8-methylquinazolin-4-yl)amino]propyl]piperazine-1-carboxylate C1(CC1)C1=NC2=C(C=CC=C2C(=N1)N[C@H](CN1CCN(CC1)C(=O)OC(C)(C)C)C)C